N1N=CC=C2C1=CC=N2 PYRROLOPYRIDAZINE